COC(=O)C1=NN(C(C=C1)=O)C1CC1 1-Cyclopropyl-6-oxo-1,6-dihydropyridazine-3-carboxylic acid methyl ester